FC(S(=O)(=O)OC1=C2C=NN(C2=CC2=C1C(=CS2)C#C[Si](C(C)C)(C(C)C)C(C)C)COCC[Si](C)(C)C)(F)F 5-((triisopropylsilyl)ethynyl)-1-((2-(trimethylsilyl)ethoxy)methyl)-1H-thieno[3,2-f]indazol-4-yl trifluoromethanesulfonate